Cis-3-(5-(difluoromethyl)-1,3,4-thiadiazol-2-yl)-8-((3S,5S)-3,5-dimethylpiperazin-1-yl)-N-(2-fluoro-1-methylcyclopropyl)imidazo[1,5-a]pyridine-6-sulfonamide FC(C1=NN=C(S1)C1=NC=C2N1C=C(C=C2N2C[C@@H](N[C@H](C2)C)C)S(=O)(=O)N[C@@]2([C@@H](C2)F)C)F